C(C)(C)C=1N(N=C(C1)B1OC(C(O1)(C)C)(C)C)C 3-isopropyl-2-methyl-5-(4,4,5,5-tetramethyl-1,3,2-dioxaborolan-2-yl)pyrazol